C(C)(C)(C)OC(=O)N[C@@H]1C[C@@H](CC12CCN(CC2)C(=O)OC(C)(C)C)OC(CO)CO tert-butyl (2R,4R)-4-(tert-butoxycarbonylamino)-2-[2-hydroxy-1-(hydroxymethyl)ethoxy]-8-azaspiro[4.5]decane-8-carboxylate